C(C=C)(=O)N1[C@@H]([C@H](OCC1)C1=CC(=NC(=C1)Cl)C1=NC=C(C(=C1)C(=O)NC)F)C 4'-((2R,3R)-4-acryloyl-3-methylmorpholin-2-yl)-6'-chloro-5-fluoro-N-methyl-[2,2'-bipyridine]-4-carboxamide